3-(2-(isopropyl-(propyl)amino)ethyl)-1H-indol-4-ol C(C)(C)N(CCC1=CNC=2C=CC=C(C12)O)CCC